NC=1C2=C(N=CN1)N(C=C2C=2C=C(C=C(C2)F)O)C2CC1=CC=CC=C1C2 3-[4-amino-7-(2,3-dihydro-1H-inden-2-yl)pyrrolo[2,3-d]pyrimidin-5-yl]-5-fluorophenol